2-((1-(2-aminoethyl)-6-((3-chloro-5-cyano-6-((3S,4S,5R)-4-fluoro-3,5-dimethylpiperidin-1-yl)pyridin-2-yl)amino)-2-oxo-1,2-dihydroquinolin-3-yl)oxy)-N-methylacetamide NCCN1C(C(=CC2=CC(=CC=C12)NC1=NC(=C(C=C1Cl)C#N)N1C[C@@H](C([C@@H](C1)C)F)C)OCC(=O)NC)=O